NC1=NC=CC=2N1C(=NC2C2CN(CCC2)C(C#CC)=O)C2=CC=C(C=C2)OC2=NC=CC=C2 1-(3-(5-amino-3-(4-(pyridin-2-yloxy)phenyl)imidazo[1,5-c]pyrimidin-1-yl)piperidin-1-yl)but-2-yn-1-one